N-[2-(azetidin-1-yl)quinolin-7-yl]-4-fluoro-3-hydroxy-oxolane-2-carboxamide N1(CCC1)C1=NC2=CC(=CC=C2C=C1)NC(=O)C1OCC(C1O)F